FC1=C(C(=CC(=C1)O[C@@H]1CN(CC1)CCCF)F)[C@@H]1N([C@H](CC2=C1NC1=CC=CC=C21)C)C21CC(C2)(C1)C(=O)N 3-((1S,3S)-1-(2,6-difluoro-4-(((S)-1-(3-fluoropropyl)pyrrolidin-3-yl)oxy)phenyl)-3-methyl-1,3,4,9-tetrahydro-2H-pyrido[3,4-b]indol-2-yl)bicyclo[1.1.1]pentane-1-carboxamide